C1(CC1)NC=1C2=C(N=C(N1)CO)N(C(C2(C)C)=O)C2=CC(=C(C=C2)N2CCOCC2)F 4-(cyclopropylamino)-7-(3-fluoro-4-morpholinophenyl)-2-(hydroxymethyl)-5,5-dimethyl-5,7-dihydro-6H-pyrrolo[2,3-d]pyrimidin-6-one